isopropyl 2-(2-aminopyridin-3-yl)-3-(4-(chloromethyl)phenyl)-3H-imidazo[4,5-b]pyridine-5-carboxylate NC1=NC=CC=C1C1=NC=2C(=NC(=CC2)C(=O)OC(C)C)N1C1=CC=C(C=C1)CCl